6-bromo-3-(((tert-butyldimethylsilyl)oxy)methyl)-2-fluoroaniline BrC1=CC=C(C(=C1N)F)CO[Si](C)(C)C(C)(C)C